n-methyl-1-(2-(trifluoromethyl)-4-(9-((3S,5R)-3,4,5-trimethylpiperazin-1-yl)pyrido[3,2-e][1,2,4]triazolo[4,3-a]pyrazin-2-yl)phenyl)piperidin-4-amine CNC1CCN(CC1)C1=C(C=C(C=C1)C=1C=CC=2N=CC=3N(C2N1)C(=NN3)N3C[C@@H](N([C@@H](C3)C)C)C)C(F)(F)F